(1s,4s)-ethyl 4-((tertbutoxycarbonyl)amino)cyclohexanecarboxylate C(C)(C)(C)OC(=O)NC1CCC(CC1)C(=O)OCC